butylpiperidin C(CCC)N1CCCCC1